2-Bromo-3-phenyl-6,7-dihydro-5H-imidazo[1,2-a]pyrido[3,4-c]azepine BrC=1N=C2N(CCCC3=C2C=NC=C3)C1C1=CC=CC=C1